4-amino-2-oxo-6-sulfanyl-2H-thiopyran NC1=CC(SC(=C1)S)=O